6-(ethoxymethoxy)-5'-methyl-4-pentyl-2'-(prop-1-en-2-yl)-1',2',3',4'-tetrahydro-[1,1'-biphenyl]-2-ol C(C)OCOC=1C=C(C=C(C1C1C(CCC(=C1)C)C(=C)C)O)CCCCC